BrC1=C(N)C=CC(=C1)C(C)(C)C 2-bromo-4-(t-butyl)aniline